2-Bromo-4-(trifluoro-methyl)pyrimidine BrC1=NC=CC(=N1)C(F)(F)F